PCC=CC(CCC)=O phosphino-2-hepten-4-one